C(#N)CC1CC(C1)(C1=NN=CN1C)C=1C=C(C=CC1)NC(=O)C1=CC(=C2C(=N1)C=CN2)CN2CC(CCC2)C#N N-(3-((1s,3s)-3-(cyanomethyl)-1-(4-methyl-4H-1,2,4-triazol-3-yl)cyclobutyl)phenyl)-7-((3-cyanopiperidin-1-yl)methyl)-1H-pyrrolo[3,2-b]pyridine-5-carboxamide